trimesoic acid chloride C(C1=CC(C(=O)Cl)=CC(C(=O)Cl)=C1)(=O)Cl